Cl.FC1=CC(=C(C=C1)C=1CCCC2=C(C1C1=C(C=C(C=C1C)C=C1CN(C1)CCCF)F)C=CC(=C2)C(=O)O)C 8-(4-fluoro-2-methylphenyl)-9-(2-fluoro-4-((1-(3-fluoropropyl)azetidin-3-ylidene)methyl)-6-methylphenyl)-6,7-dihydro-5H-benzo[7]annulene-3-carboxylic acid hydrochloride